C1(=C(C=CC=C1)SSC1=C(C=CC=C1)C1=C(C(=O)N)C=CC=C1)C1=C(C(=O)N)C=CC=C1 (dithiobis-2,1-phenylene)dibenzoamide